Cl.[N+](=O)([O-])C1=CC2=C(NC(=N2)[C@@H]2NCCC2)C=C1 5-nitro-2-[(2R)-pyrrolidin-2-yl]-1H-1,3-benzodiazole hydrochloride